(4aR,8aS)-6-[4-[[2-chloro-4-(trifluoromethoxy)phenoxy]methyl]piperidine-1-carbonyl]-4,4a,5,7,8,8a-hexahydropyrido[4,3-b][1,4]oxazin-3-one ClC1=C(OCC2CCN(CC2)C(=O)N2C[C@@H]3[C@@H](OCC(N3)=O)CC2)C=CC(=C1)OC(F)(F)F